FC1=CC(=C(C=C1)S(=O)(=O)CC(CCCOC)O)C(F)(F)F 1-((4-fluoro-2-(trifluoromethyl)phenyl)sulfonyl)-5-methoxypentan-2-ol